(R)-3-((3,5-dimethylpyridin-2-yl)oxy)-2,2-dimethyl-N-(5-methyl-5-azaspiro[2.4]hept-7-yl)propanamide CC=1C(=NC=C(C1)C)OCC(C(=O)N[C@H]1CN(CC12CC2)C)(C)C